6-(N-6-(2-hexyldecanoyloxy)hexyl-N-(4-hydroxybutyl)amino)hexyl 2-hexyldecanoate C(CCCCC)C(C(=O)OCCCCCCN(CCCCO)CCCCCCOC(C(CCCCCCCC)CCCCCC)=O)CCCCCCCC